imino(3-(2-((S)-2-methylazetidin-1-yl)-6,7-dihydro-5H-cyclopenta[d]pyrimidin-4-yl)phenyl)(phenyl)-λ6-sulfanone N=S(=O)(C1=CC=CC=C1)C1=CC(=CC=C1)C=1C2=C(N=C(N1)N1[C@H](CC1)C)CCC2